2-[[3-(chloromethyl)pyrazol-1-yl]methoxy]ethyl-trimethyl-silane ClCC1=NN(C=C1)COCC[Si](C)(C)C